5-[4-(dibutoxymethyl)piperidin-1-yl]pyrazine-2-carboxylic acid C(CCC)OC(C1CCN(CC1)C=1N=CC(=NC1)C(=O)O)OCCCC